heneicosane-7-ol CCCCCCC(CCCCCCCCCCCCCC)O